3-[2-[4-Chloro-2-(trifluoromethyl)phenyl]ethynyl]azetidine ClC1=CC(=C(C=C1)C#CC1CNC1)C(F)(F)F